CC1=C(C=C(C(N1C1=CC=CC=C1)=O)C(=O)N)C(=O)N 6-methyl-2-oxo-1-phenyl-1,2-dihydropyridine-3,5-dicarboxamide